ClC1=C(C=C(C#N)C=C1)C=1NC2=CC(=C(C(=C2C(C1)=O)F)OC)F 4-chloro-3-(5,7-difluoro-6-methoxy-4-oxo-1,4-dihydroquinolin-2-yl)benzonitrile